The molecule is a short chain fatty acyl-CoA(4-) arising from deprotonation of the phosphate and diphosphate functions of 2-hydroxybutanoyl-CoA; major species at pH 7.3. It is a conjugate base of a 2-hydroxybutanoyl-CoA. CCC(C(=O)SCCNC(=O)CCNC(=O)[C@@H](C(C)(C)COP(=O)([O-])OP(=O)([O-])OC[C@@H]1[C@H]([C@H]([C@@H](O1)N2C=NC3=C(N=CN=C32)N)O)OP(=O)([O-])[O-])O)O